N,N'-Heptyl-p-phenylendiamin C(CCCCCC)NC1=CC=C(C=C1)N